C1(CC1)S(=O)(=O)NC=1SC=C(N1)C(C(=O)NC1=NC=C(C=C1)C1=NC(=CN=C1)OCC)CC 2-(2-(cyclopropanesulfonylamino)thiazol-4-yl)-N-(5-(6-ethoxypyrazin-2-yl)pyridin-2-yl)butyramide